CC1=C(N=NC(=C1)O)O 4-methylpyridazine-3,6-diol